5-fluoro-1-(1-methyl-5-(pyridin-2-yl)-2,3-dihydro-1H-indene-2-carbonyl)indoline-6-sulfonamide FC=1C=C2CCN(C2=CC1S(=O)(=O)N)C(=O)C1C(C2=CC=C(C=C2C1)C1=NC=CC=C1)C